(S)-4-((5-chloro-2-((5-cyanopyridin-3-yl)methoxy)-4-((4''-((S)-1-(dimethylamino)ethyl)-2,2'-dimethyl-[1,1':3',1''-terphenyl]-3-yl)methoxy)benzyl)amino)-3-hydroxybutanoic acid ClC=1C(=CC(=C(CNC[C@H](CC(=O)O)O)C1)OCC=1C=NC=C(C1)C#N)OCC=1C(=C(C=CC1)C1=C(C(=CC=C1)C1=CC=C(C=C1)[C@H](C)N(C)C)C)C